1,3-Hexandiol C(CC(CCC)O)O